OC=1C(NN=CC1)=O 4-hydroxypyridazine-3(2H)-one